Cl.C12CC(CC(CCC1)N2)N(C=2SC1=C(C=NC(=C1)C=1C=C(C=3N(C1)C=C(N3)C)C)N2)C N-(9-azabicyclo[3.3.1]non-3-yl)-6-(2,8-dimethylimidazo[1,2-a]pyridin-6-yl)-N-methyl[1,3]thiazolo[4,5-c]pyridin-2-amine hydrochloride